NC=1C=C(C=CC1)N1C2=NC(=NC=C2N=C1C1=CC=CC=C1)N 9-(3-aminophenyl)-8-phenyl-9H-purin-2-amine